1-[4-(4-amino-1-methyl-1H-pyrazolo[3,4-d]pyrimidin-3-yl)-3-fluoro-phenyl]-3-(5-tert-butyl-2-p-tolyl-2H-pyrazol-3-yl)-urea NC1=C2C(=NC=N1)N(N=C2C2=C(C=C(C=C2)NC(=O)NC=2N(N=C(C2)C(C)(C)C)C2=CC=C(C=C2)C)F)C